(S)-4-amino-5-(((R)-1-carboxy-2-(1-methyl-1H-indol-3-yl)ethyl)amino)-5-oxopentanoic acid hydrochloride Cl.N[C@@H](CCC(=O)O)C(=O)N[C@H](CC1=CN(C2=CC=CC=C12)C)C(=O)O